(3R)-4-(6-cyclopropyl-2-[1H-pyrrolo[2,3-b]pyridin-4-yl]pyrimidin-4-yl)-3-methylmorpholine C1(CC1)C1=CC(=NC(=N1)C1=C2C(=NC=C1)NC=C2)N2[C@@H](COCC2)C